8-(benzofuran-2-yl)-3-methoxy-6-methylquinoline O1C(=CC2=C1C=CC=C2)C=2C=C(C=C1C=C(C=NC21)OC)C